COC(C(C1=CC=CC2=CC=CC=C12)CCCCCCNC(=O)OC(C)(C)C)=O α-(N-tert-butoxycarbonyl-6-amino-1-hexyl)-α-(1-naphthyl)-acetic acid methyl ester